Cl.Cl.N[C@H]1CCCCC(NC=2C=NN(C2C=2C=CN=C1C2)C(F)F)=O (13S)-13-amino-3-(difluoromethyl)-3,4,7,15-tetraazatricyclo[12.3.1.02,6]Octadecan-1(18),2(6),4,14,16-pentaen-8-one dihydrochloride